OCC1=NC(=NC(=C1)NC1=NNC(=C1)C)N(C1C[C@H]2CC[C@@H](C1)N2CCC#N)C 3-((1R,3s,5S)-3-((4-(hydroxymethyl)-6-((5-methyl-1H-pyrazol-3-yl)amino)pyrimidin-2-yl)(methyl)amino)-8-azabicyclo[3.2.1]octan-8-yl)propanenitrile